BrC=1C=NN(C1OC)C1=NC=C(C=C1)S(=O)(=O)C 2-(4-Bromo-5-methoxy-1H-pyrazol-1-yl)-5-(methylsulfonyl)pyridine